C[Si](C)(NCCCC(O[Si](C)(C)C)(P(O[Si](C)(C)C)(O[Si](C)(C)C)=O)P(O[Si](C)(C)C)(O[Si](C)(C)C)=O)C tetrakis(trimethylsilyl) (2,2,9,9-tetramethyl-8-oxa-3-aza-2,9-disiladecane-7,7-diyl)bis(phosphonate)